2-((((S)-2-((((9H-fluoren-9-yl)methoxy)carbonyl)amino)-2-carboxyethoxy)(2-cyanoethoxy)phosphoryl)oxy)-N,N,N-trimethylethan-1-aminium C1=CC=CC=2C3=CC=CC=C3C(C12)COC(=O)N[C@@H](COP(=O)(OCCC#N)OCC[N+](C)(C)C)C(=O)O